C(C)(C)(C)OC(=O)N1C(CN(CC1)C1=CC=NC=C1)C(=O)NC(C(=O)O)\C=C\C(C)(C)C (E)-2-[1-tert-butoxycarbonyl-4-(4-pyridyl)-2-piperazinylcarbonylamino]-5,5-dimethyl-3-hexenoic acid